7-amino-2,3-dimethyl-5-(methyl-sulfonyl)pyrazolo[1,5-a]pyrimidine-6-carbonitrile NC1=C(C(=NC=2N1N=C(C2C)C)S(=O)(=O)C)C#N